4-((4-(Isoindolin-2-ylmethyl)-2-sulfamylphenoxy)methyl)piperidine-1-carboxylic acid tert-butyl ester C(C)(C)(C)OC(=O)N1CCC(CC1)COC1=C(C=C(C=C1)CN1CC2=CC=CC=C2C1)S(N)(=O)=O